2-(Cyclopropanecarbonylamino)-N-[5-[(5-cyclopropyloxypyridin-2-yl)carbamoyl]-4-fluoro-2-methylphenyl]-1,3-thiazole-5-carboxamide C1(CC1)C(=O)NC=1SC(=CN1)C(=O)NC1=C(C=C(C(=C1)C(NC1=NC=C(C=C1)OC1CC1)=O)F)C